CS(=O)(=O)N1C[C@@H](CC1)NC(=O)OC(C)(C)C (R)-1-methylsulfonyl-3-(Boc-amino)pyrrolidine